3-bromo-2,8-bis(trifluoromethyl)-4H-pyrido[1,2-a]pyrimidin-4-one BrC1=C(N=C2N(C1=O)C=CC(=C2)C(F)(F)F)C(F)(F)F